(3-(hydroxymethyl)-4-phenoxybenzoyl)glycine OCC=1C=C(C(=O)NCC(=O)O)C=CC1OC1=CC=CC=C1